CC(CC)N=C=NC(C)CC 1,3-bis(2-butyl)carbodiimide